tert-butyl (2S,6S)-4-[4-[(8-fluoro-2-methyl-imidazo[1,2-a]pyridin-6-yl)carbamoyl]-2-methoxy-1,3-benzothiazol-7-yl]-2,6-dimethyl-piperazine-1-carboxylate FC=1C=2N(C=C(C1)NC(=O)C1=CC=C(C3=C1N=C(S3)OC)N3C[C@@H](N([C@H](C3)C)C(=O)OC(C)(C)C)C)C=C(N2)C